(2R)-N-[(1R)-1-[2-fluoro-3-(trifluoromethyl)phenyl]ethyl]-2-methyl-6-[4-(2-oxooxazolidin-3-yl)cyclohexen-1-yl]-2,3-dihydroimidazo[1,2-a]pyridine-8-carboxamide FC1=C(C=CC=C1C(F)(F)F)[C@@H](C)NC(=O)C=1C=2N(C=C(C1)C1=CCC(CC1)N1C(OCC1)=O)C[C@H](N2)C